COC(C1=CC(=C(C=C1)OCC(C)O)I)=O 4-(2-Hydroxy-propoxy)-3-iodo-benzoic acid methyl ester